5-[2-(2,4-difluorophenoxy)-5-(methylsulfonylmethyl)phenyl]-1-methylpyridin-2-one FC1=C(OC2=C(C=C(C=C2)CS(=O)(=O)C)C=2C=CC(N(C2)C)=O)C=CC(=C1)F